C(=O)(OC(C)(C)C)N1[C@H](CC(C1)CC1=CC=C(C=C1)F)C(=O)O Boc-(R)-γ-(4-fluorobenzyl)-L-proline